methyl (1r,4r)-4-(3-chloroanilino)-2'-(2-hydroxyethyl)spiro[cyclohexane-1,1'-indene]-4-carboxylate ClC=1C=C(NC2(CCC3(C(=CC4=CC=CC=C34)CCO)CC2)C(=O)OC)C=CC1